C1(=CC=CC=C1)[C-]1C(=C(C(=C1C)C)C)C.[CH-]1C=CC=C1.[Fe+2] 1-phenyl-2,3,4,5-tetramethyl-ferrocene